2-(2'-Methylpropyl)-4-hydroxy-4-methyltetrahydropyran CC(CC1OCCC(C1)(C)O)C